((3R,4S)-4-ethylpyrrolidine-3-yl)-3H-imidazo[1,2-a]pyrrolo[2,3-e]pyrazine dihydrochloride Cl.Cl.C(C)[C@H]1[C@@H](CNC1)C1=CNC=2N=CC=3N(C21)C=CN3